Cl.N[C@H]1[C@@H](C(CC12CCN(CC2)C=2N=CC(=NC2)SC2=C(C(=NC=C2)NC2=NC(=NC=C2)N2CCC(CC2)C(=O)N)Cl)=O)C 1-(4-((4-((5-((3S,4S)-4-amino-3-methyl-2-oxo-8-azaspiro[4.5]dec-8-yl)pyrazin-2-yl)thio)-3-chloropyridin-2-yl)amino)pyrimidin-2-yl)piperidine-4-carboxamide hydrochloride